(R)-8-(4-(4-((2,6-dioxopiperidin-3-yl)amino)phenyl)piperidin-1-yl)octanoic acid hydrochloride Cl.O=C1NC(CC[C@H]1NC1=CC=C(C=C1)C1CCN(CC1)CCCCCCCC(=O)O)=O